BrC1=CC2=C(N=C(S2)NCCNC(OC(C)(C)C)=O)C=C1 tert-butyl (2-((6-bromobenzo[d]thiazol-2-yl)amino)ethyl)carbamate